2-ethylamino-6-methylthio-4-tert-butylamino-1,3,5-triazine C(C)NC1=NC(=NC(=N1)NC(C)(C)C)SC